C(C1=CC=CC=C1)C1=C(SC=2N3C(COCC21)=NN=C3C)C#CC=3C=NN(C3)CCOCCOC3=C2CN(C(C2=CC=C3)=O)C3C(NC(CC3)=O)=O 3-(4-(2-(2-(4-((3-benzyl-9-methyl-4H,6H-thieno[2,3-e][1,2,4]triazolo[3,4-c][1,4]oxazepin-2-yl)ethynyl)-1H-pyrazol-1-yl)ethoxy)ethoxy)-1-oxoisoindolin-2-yl)piperidine-2,6-dione